ClC1=NC=C(C(=N1)NCC1=C(C=C(C=C1)[N+](=O)[O-])F)C(=O)N 2-chloro-4-((2-fluoro-4-nitrobenzyl)amino)pyrimidin-5-carboxamide